α,α-difluoro-δ-caprolactone FC1(C(=O)OC(CC1)C)F